octahydro-1H-indole-1-carboxylate N1(CCC2CCCCC12)C(=O)[O-]